C(C)(C)(C)OC(=O)N(C(OC(C)(C)C)=O)C=1N=CC2=CC=CC(=C2C1)C=C tert-butyl (tert-butoxycarbonyl)(5-vinylisoquinolin-3-yl)carbamate